ClC1=CC=C(C=C1)S(=O)(=O)C1(C(=NN(C1)C(=N)N[C@H]1C[C@@H](CC1)S(N)(=O)=O)C1=CC=C(C=C1)F)C1=CC=CC=C1 ((4-chlorophenyl)sulfonyl)-3-(4-fluorophenyl)-4-phenyl-N-((1R,3R)-3-sulfamoyl-cyclopentyl)-4,5-dihydro-1H-pyrazole-1-carboxamidine